(2S,2'S,2''S)-3,3',3''-(((benzene-1,3,5-triyltris(methylene))tris(oxy))tris(benzene-3,1-diyl))tris(2-((R)-pyrrolidin-3-yl)propanoic acid) C1(=CC(=CC(=C1)COC=1C=C(C=CC1)C[C@H](C(=O)O)[C@@H]1CNCC1)COC=1C=C(C=CC1)C[C@H](C(=O)O)[C@@H]1CNCC1)COC=1C=C(C=CC1)C[C@H](C(=O)O)[C@@H]1CNCC1